C1(CCCC1)CN1CCCCC1 1-(cyclopentylmethyl)piperidine